(2Ar,3S,8bR)-2-ethyl-1,1,3-trimethyl-6-pentyl-2,2a,3,8b-tetrahydrocyclobuta[c]chromen-8-ol C(C)C1C([C@H]2[C@@H]1[C@@H](OC=1C=C(C=C(C21)O)CCCCC)C)(C)C